racemic-3-((1-(3,4-difluorophenyl)-2,2-difluoroethyl)amino)propanoic acid FC=1C=C(C=CC1F)[C@H](C(F)F)NCCC(=O)O |r|